Ethoxyethen C(C)OC=C